[C@H]12CC(C[C@H](CC1)N2)NC2=CC=C(N=N2)C2=C(C=C(C=C2)C=2C=NNC2)O 2-[6-((1R,5S)-8-azabicyclo[3.2.1]oct-3-ylamino)pyridazin-3-yl]-5-(1H-pyrazol-4-yl)phenol